cysteineamide N[C@@H](CS)C(=O)N